tert-butyl (S)-(5-amino-5-(3-(cyclohexylmethyl)-1,2,4-oxadiazol-5-yl)pentyl)carbamate N[C@@H](CCCCNC(OC(C)(C)C)=O)C1=NC(=NO1)CC1CCCCC1